(5S,8S,11S)-5-(3-((2,5-dioxopyrrolidin-1-yl)oxy)-3-oxopropyl)-8-isopropyl-11-methyl-3,6,9-trioxo-1-phenyl-2-oxa-4,7,10-triazadodecan-12-oic anhydride O=C1N(C(CC1)=O)OC(CC[C@H](NC(OCC1=CC=CC=C1)=O)C(N[C@H](C(N[C@H](C(=O)OC([C@@H](NC([C@@H](NC([C@@H](NC(OCC1=CC=CC=C1)=O)CCC(ON1C(CCC1=O)=O)=O)=O)C(C)C)=O)C)=O)C)=O)C(C)C)=O)=O